1-(3-(4-Methoxyphenyl)-1,2,4-oxadiazol-5-yl)-N-((1-((1-Methylpiperidin-4-yl)methyl)pyrrolidin-3-yl)methyl)piperidin-4-carboxamid COC1=CC=C(C=C1)C1=NOC(=N1)N1CCC(CC1)C(=O)NCC1CN(CC1)CC1CCN(CC1)C